N-(3-aminopropyl)ethanolamine methoxyethyl-3-ethoxypropionate COCCC(C(=O)OCCNCCCN)COCC